COC(C(=C)F)=O α-fluoroacrylic methyl ester